4-((4-cyclopropyl-2-(N-methylmethanesulfonamido)phenyl)amino)-6-((6-fluoropyridin-2-yl)amino)-N-(methoxy-d3)nicotinamide C1(CC1)C1=CC(=C(C=C1)NC1=CC(=NC=C1C(=O)NOC([2H])([2H])[2H])NC1=NC(=CC=C1)F)N(S(=O)(=O)C)C